3-[(6R,8aS)-6-Ethyl-2-[4-fluoro-2-(trifluoromethyl)phenyl]-3-oxo-5,6,8,8a-tetrahydro-1H-imidazo[1,5-a]pyrazin-7-yl]-6-(2-ethoxy-3-pyridyl)pyridine-2-carboxylic acid C(C)[C@H]1N(C[C@@H]2N(C1)C(N(C2)C2=C(C=C(C=C2)F)C(F)(F)F)=O)C=2C(=NC(=CC2)C=2C(=NC=CC2)OCC)C(=O)O